C(C)(C)OC=1C=C2C(=NN(C2=CC1)COCC[Si](C)(C)C)C1=CC(=NC=C1)N1C[C@@H](NCC1)C 2-[[5-isopropoxy-3-[2-[(3S)-3-methylpiperazin-1-yl]-4-pyridinyl]indazol-1-yl]methoxy]ethyl-trimethyl-silane